1-(4-(3-(3-chloro-4-fluorophenyl)ureido)phenyl)-7-methoxy-[1,2,4]triazolo[4,3-a]quinoxaline-8-carboxamide ClC=1C=C(C=CC1F)NC(NC1=CC=C(C=C1)C1=NN=C2N1C1=CC(=C(C=C1N=C2)OC)C(=O)N)=O